C(C)(C)(C)N(C([O-])=O)CC(=O)N1[C@H](C(NC2=C(C1)C=CC=C2)=O)[C@@H](C)CC.[Cl-].C(CC)[N+]2(CCCCC2)CCCC.C(CC)[N+]2(CCCCC2)CCCC 1-Propyl-1-butylpiperidinium chlorid tert-butyl-(2-((S)-3-((S)-sec-butyl)-2-oxo-1,2,3,5-tetrahydro-4H-benzo[e][1,4]diazepin-4-yl)-2-oxoethyl)carbamate